C1(=CC=CC=C1)CC(=O)O[C@@H]1[C@H](O[C@]([C@@H]1O)(C1=CC=C2C(=NC=NN21)NC(CCCC)=O)C#N)CO (2R,3S,4R,5R)-5-cyano-4-hydroxy-2-(hydroxymethyl)-5-(4-pentanamidopyrrolo[2,1-f][1,2,4]triazin-7-yl)tetrahydrofuran-3-yl 2-phenylacetate